1H-pyrazol-1-carbothioamide N1(N=CC=C1)C(N)=S